((2,2-difluoro-1-hydroxy-7-(trifluoromethylsulfanyl)-2,3-dihydro-1H-inden-4-yl)oxy)-4-(trifluoromethyl)pyridinecarbonitrile FC1(C(C2=C(C=CC(=C2C1)OC=1C(=NC=CC1C(F)(F)F)C#N)SC(F)(F)F)O)F